tert-Butyl (3R,5S)-1-(5-amino-2-methylbenzo[d]thiazol-4-yl)-5-(hydroxymethyl)pyrrolidin-3-ylcarbamate NC=1C=CC2=C(N=C(S2)C)C1N1C[C@@H](C[C@H]1CO)NC(OC(C)(C)C)=O